tert-butyl (2-(4-iodophenoxy)propyl)carbamate IC1=CC=C(OC(CNC(OC(C)(C)C)=O)C)C=C1